3-Methyl-6-(trifluoromethyl)-3H-imidazo[4,5-b]pyridin CN1C=NC=2C1=NC=C(C2)C(F)(F)F